oleoyloxy-3-trimethylammonio-propane C(CCCCCCC\C=C/CCCCCCCC)(=O)OCCC[N+](C)(C)C